5-bromo-2-[2-[tert-butyl(dimethyl)silyl]oxyethyl-ethyl-phosphoryl]-N-methyl-aniline BrC=1C=CC(=C(NC)C1)P(=O)(CC)CCO[Si](C)(C)C(C)(C)C